26-Hydroxy-octacosanoic acid OC(CCCCCCCCCCCCCCCCCCCCCCCCC(=O)O)CC